CC1=NN(C(=C1)C)C=1C=CC(N(N1)C1CCN(CC1)C1=NC2=CC=CC=C2N=C1C)=O 6-(3,5-dimethylpyrazol-1-yl)-2-[1-(3-methylquinoxalin-2-yl)piperidin-4-yl]pyridazin-3-one